FC1CN2C3=C(C(=C2CC1N1C(CCC1)=O)C)C=C(C=N3)C(F)(F)F 1-(8-fluoro-5-methyl-3-(trifluoromethyl)-6,7,8,9-tetrahydropyrido[3,2-b]indolizin-7-yl)-2-oxopyrrolidin